N-(3-chloro-4-fluoro-phenyl)-2-[5-(1-methylimidazol-4-yl)-2-thienyl]-1,1-dioxo-1,4-thiazinane-4-carboxamide ClC=1C=C(C=CC1F)NC(=O)N1CC(S(CC1)(=O)=O)C=1SC(=CC1)C=1N=CN(C1)C